CC1=C(NC)C=CC=C1 2,N-dimethylaniline